ClC1=NC=C(C(=N1)C)C=1CN(CC1)C(=O)OC(C)(C)C tert-butyl 3-(2-chloro-4-methyl-pyrimidin-5-yl)-2,5-dihydropyrrole-1-carboxylate